CC1(C(CC2=CC=CC=C12)NC1=CC=C(C=C1)[C@@H](C(F)(F)F)N(C(CCOC)=O)C)C N-((1S)-1-(4-((1,1-dimethyl-2,3-dihydro-1H-inden-2-yl)amino)phenyl)-2,2,2-trifluoroethyl)-3-methoxy-N-methylpropanamide